1-fluoro-2-(vinylsulfonyl)benzene FC1=C(C=CC=C1)S(=O)(=O)C=C